4-(2-{5-[(1R,4R,7R)-7-amino-2-azabicyclo[2.2.1]heptane-2-carbonyl]-7-methoxy-1-methyl-1H-1,3-benzodiazol-2-yl}-1-(cyclopropylmethyl)-1H-pyrrolo[2,3-b]pyridin-6-yl)-3-fluorophenol N[C@H]1[C@@H]2N(C[C@H]1CC2)C(=O)C2=CC1=C(N(C(=N1)C1=CC=3C(=NC(=CC3)C3=C(C=C(C=C3)O)F)N1CC1CC1)C)C(=C2)OC